(4aR,8aR)-4a-(4-methyl-3-thiophenyl)octahydro-2H-benzo[b][1,4]oxazine hydrochloride Cl.CC=1C(=CSC1)[C@]12[C@H](OCCN1)CCCC2